hexa(Iso-propyl)methylmelamine C(C)(C)NC1(N(C(N(C(=N1)N)C(C)C)(N(C)C(C)C)C(C)C)C(C)C)C(C)C